((E)-4-methoxybenzylidene)-5-methoxy-2,3-dihydro-1H-inden-1-one oxime COC1=CC=C(\C=C/2\C(C3=CC=C(C=C3C2)OC)=NO)C=C1